C(CC)C=1C=NC(=NC1)N1CCC(CC1)C(C)OC=1SC2=NC(=CC=C2N1)Br 2-(1-(1-(5-propylpyrimidin-2-yl)piperidin-4-yl)ethoxy)-5-bromothiazolo[5,4-b]pyridine